3-[1-(5-chloropyrimidin-2-yl)-4-piperidinyl]propionic acid (4-bromo-3-fluoro-phenyl) ester BrC1=C(C=C(C=C1)OC(CCC1CCN(CC1)C1=NC=C(C=N1)Cl)=O)F